[3-[3-(5-neopentyl-1,3,4-thiadiazol-2-yl)-1-bicyclo[1.1.1]pentanyl]azetidin-1-yl]-[6-[3-(oxetan-3-yl)-1H-1,2,4-triazol-5-yl]-2-azaspiro[3.3]heptan-2-yl]methanone C(C(C)(C)C)C1=NN=C(S1)C12CC(C1)(C2)C2CN(C2)C(=O)N2CC1(C2)CC(C1)C1=NC(=NN1)C1COC1